C1(=C(C=CC=C1)P(CC)CC)P(CC)CC o-phenylenedi(diethylphosphine)